N-methyl-N-4-hydroxybenzoyl-1,2-ethylenediamine CN(CCN)C(C1=CC=C(C=C1)O)=O